3-chloro-2-(1,1-difluorobut-3-en-1-yl)-6-methoxyquinoxaline ClC=1C(=NC2=CC=C(C=C2N1)OC)C(CC=C)(F)F